(R)-2-((3aR,5R,6S,6aS)-6-fluoro-2,2-dimethyltetrahydrofuro[2,3-d][1,3]Dioxol-5-yl)-2-hydroxyethyl 4-methylbenzenesulfonate CC1=CC=C(C=C1)S(=O)(=O)OC[C@@H](O)[C@@H]1[C@@H]([C@@H]2[C@@H](OC(O2)(C)C)O1)F